CC1=NC(=NC=C1)N (4-methylpyrimidin-2-yl)amine